FC1CCC(CC1)CN1N=CC(=C1)C=1C(=NC(=CC1)C)C1=CC=C2C=C(N=NC2=C1)OC 7-(3-{1-[(4-fluorocyclohexyl)methyl]-1H-pyrazol-4-yl}-6-methylpyridin-2-yl)-3-methoxycinnoline